(1R)-1-[5-(5-fluoro-2-methoxyphenyl)-1,2,4-oxadiazol-3-yl]-6-azaspiro[2.5]octane-6-sulfonamide FC=1C=CC(=C(C1)C1=NC(=NO1)[C@@H]1CC12CCN(CC2)S(=O)(=O)N)OC